BrC1=C(C=C(C=C1)CO)S(=O)(=O)NCC 2-bromo-N-ethyl-5-(hydroxymethyl)benzenesulfonamide